FC1=C(C=CC(=C1)F)COC1=NN(C=C1)C1CCNCC1 4-[3-[(2,4-difluorophenyl)methoxy]pyrazol-1-yl]piperidine